4-[1-[(1-tert-Butoxycarbonylazetidin-3-yl)methyl]-1-(2-tert-butoxy-2-oxo-ethyl)piperidin-1-ium-4-carbonyl]piperazine-1-carboxylic acid benzyl ester formate salt C(=O)[O-].C(C1=CC=CC=C1)OC(=O)N1CCN(CC1)C(=O)C1CC[N+](CC1)(CC(=O)OC(C)(C)C)CC1CN(C1)C(=O)OC(C)(C)C